ClC1=C2CC[C@H](C2=CC(=C1)F)O |r| Racemic-4-chloro-6-fluoro-2,3-dihydro-1H-inden-1-ol